ClC=1C=C(C=CC1)NC(=O)NC1=CC(=C(C(=C1)Cl)O)Cl 1-(3-chlorophenyl)-3-(3,5-dichloro-4-hydroxyphenyl)urea